3-(5-((4-(4-amino-3-(4-phenoxyphenyl)-1H-pyrazolo[3,4-d]pyrimidin-1-yl)piperidin-1-yl)methyl)pyridin-2-yl)piperidine-2,6-dione NC1=C2C(=NC=N1)N(N=C2C2=CC=C(C=C2)OC2=CC=CC=C2)C2CCN(CC2)CC=2C=CC(=NC2)C2C(NC(CC2)=O)=O